6-cyanophenylmethyl carbonate C(OCC1=CC=CC=C1C#N)([O-])=O